3-benzyl-6-((1-methyl-1H-imidazol-2-yl)methyl)-2,3,4,6-tetrahydropyrido[3,4-c][1,8]naphthyridin-5(1H)-one C(C1=CC=CC=C1)N1CC=2C(N(C=3N=CC=CC3C2CC1)CC=1N(C=CN1)C)=O